(S)-quinuclidin-3-yl (6-(3-fluorophenyl)-2,2-dimethyl-2,3-dihydro-1H-inden-1-yl)carbamate FC=1C=C(C=CC1)C1=CC=C2CC(C(C2=C1)NC(O[C@@H]1CN2CCC1CC2)=O)(C)C